FC1=C(C(=O)O)C=CC=C1C1CN(CC1)C1=C(C=C(C(=C1)Cl)Cl)Cl 2-fluoro-3-(1-(2,4,5-trichlorophenyl)pyrrolidin-3-yl)benzoic acid